6-((4-Chloropyridin-2-yl)methyl)-5-oxo-1,4,5,6-tetrahydropyrido[3,4-C][1,8]naphthyridine ClC1=CC(=NC=C1)CN1C(C2=C(C=3C=CC=NC13)CC=NC2)=O